1-(5-((4-(5,6-dichloropyridazin-4-yl)piperazin-1-yl)methyl)-1-oxoisoindolin-2-yl)dihydropyrimidine-2,4(1H,3H)-dione ClC=1C(=CN=NC1Cl)N1CCN(CC1)CC=1C=C2CN(C(C2=CC1)=O)N1C(NC(CC1)=O)=O